tert-butyl 3-bromo-7-chloro-2-((diethoxyphosphoryl)difluoromethyl)benzo[b]thiophene-5-carboxylate BrC=1C2=C(SC1C(F)(F)P(=O)(OCC)OCC)C(=CC(=C2)C(=O)OC(C)(C)C)Cl